(6-Methoxy-3-(1-((S)-1-((S)-tetrahydrofuran-2-carbonyl)pyrrolidin-3-yl)-1H-pyrazol-4-yl)-1H-pyrazolo[4,3-b]pyridin-5-yl)-2,3-dihydro-1H-indene-1-carbonitrile COC=1C=C2C(=NC1C1(CCC3=CC=CC=C13)C#N)C(=NN2)C=2C=NN(C2)[C@@H]2CN(CC2)C(=O)[C@H]2OCCC2